C1OCC12CC(C2)NC2=NN1C(C=N2)=C(C=C1)C=1C=CC=2N(C1)C(=CN2)C(=O)N2CCCC2 (6-(2-((2-oxaspiro[3.3]heptan-6-yl)amino)pyrrolo[2,1-f][1,2,4]triazin-5-yl)imidazo[1,2-a]pyridin-3-yl)(pyrrolidin-1-yl)methanone